3-fluoro-5-[(5'S,7a'R)-1-(3-fluoropyrazolo[1,5-a]pyrimidin-7-yl)-3'-oxotetrahydro-3'H-spiro[piperidine-4,2'-pyrrolo[2,1-b][1,3]oxazol]-5'-yl]benzonitrile FC=1C=C(C#N)C=C(C1)[C@@H]1CC[C@H]2OC3(C(N21)=O)CCN(CC3)C3=CC=NC=2N3N=CC2F